CN(CCCC(=O)OC(COCCCCCCCC\C=C/CCCCCCC)C(COCCCCCCCC\C=C/CCCCCCC)OC(CCCN(C)C)=O)C 1,4-bis(((Z)-heptadec-9-en-1-yl)oxy)butane-2,3-diyl bis(4-(dimethylamino)-butanoate)